FC(C12CC(C1)(C2)C2=CCCCN2C(=O)OC(C)(C)C)(F)F tert-butyl 6-[3-(trifluoromethyl)-1-bicyclo[1.1.1]pentanyl]-3,4-dihydro-2H-pyridine-1-carboxylate